tert-Butyl 3-[8-[1-(2-tert-butoxycarbonylanilino)ethyl]-6-methyl-4-oxo-chromen-2-yl]indole-1-carboxylate C(C)(C)(C)OC(=O)C1=C(NC(C)C=2C=C(C=C3C(C=C(OC23)C2=CN(C3=CC=CC=C23)C(=O)OC(C)(C)C)=O)C)C=CC=C1